NC1=NC=2C=C(C(=CC2C2=C1COC2)C(=O)N([C@H]2COC1=C2C=CC(=C1)S(=O)(=O)C)C)Cl 4-amino-7-chloro-N-methyl-N-((3R)-6-(methylsulfonyl)-2,3-dihydro-1-benzofuran-3-yl)-1,3-dihydrofuro[3,4-c]quinoline-8-carboxamide